Cl.N[C@@H]1[C@@H](OCC12CCN(CC2)C=2N=C(C(=NC2CO)SC2=C(C=1N(C=C2)C=C(N1)C1=CC=C(C=C1)NC(C)=O)Cl)C)C N-(4-(7-((5-((3S,4S)-4-amino-3-methyl-2-oxa-8-azaspiro[4.5]decan-8-yl)-6-(hydroxymethyl)-3-methylpyrazin-2-yl)thio)-8-chloroimidazo[1,2-a]pyridin-2-yl)phenyl)acetamide hydrochloride